3-(2-(difluoromethoxy)-5-(methylsulfonyl)phenyl)-4-(pyrazolo[1,5-a]pyrimidine-3-carboxamido)-1H-pyrazole-1-carboxylic acid isopropyl ester C(C)(C)OC(=O)N1N=C(C(=C1)NC(=O)C=1C=NN2C1N=CC=C2)C2=C(C=CC(=C2)S(=O)(=O)C)OC(F)F